(R)-5-((bis(4-methoxyphenyl)(phenyl)methoxy)methyl)-2,2,3,3-tetramethyl-8-oxo-4-oxa-7,9-diaza-3-silapentadecan-15-yl 2-cyanoethyl diisopropylphosphoramidite C(C)(C)N(P(OCCCCCCNC(NC[C@@H](O[Si](C(C)(C)C)(C)C)COC(C1=CC=CC=C1)(C1=CC=C(C=C1)OC)C1=CC=C(C=C1)OC)=O)OCCC#N)C(C)C